(S)-3-chloro-5-(3-(2-chloro-7-(1-methoxyethyl)pyrazolo[1,5-a]pyrimidin-6-yl)ureido)-N-ethoxypyridineamide ClC=1C(=NC=C(C1)NC(=O)NC=1C=NC=2N(C1[C@H](C)OC)N=C(C2)Cl)C(=O)NOCC